FC1C(C1)C(=O)OCC ethyl 2-fluorocyclopropaneformate